FC1=C(NC2=C(C=3C(=NC=CC3)N2C)C(=O)N)C=CC(=C1)I 2-(2-fluoro-4-iodoanilino)-1-methyl-1H-pyrrolo[2,3-b]pyridine-3-carboxamide